C(CCC)C1=NN(C(=C1O)C(C)(C)C)C Butyl-5-tert-butyl-4-hydroxy-1-methyl-pyrazol